CC1=C(C=CC=C1[N+](=O)[O-])B(O)O 2-METHYL-3-NITROPHENYLBORONIC ACID